butoxysodium C(CCC)O[Na]